1-methoxy-1-methyl-4-(1-methylvinyl)cyclohexane COC1(CCC(CC1)C(=C)C)C